N[C@H]1[C@@H]2N(C[C@H]1CC2)C(=O)C2=CC1=C(N(C(=N1)C=1N(C3=C(C=CC=C3C1)CCC(=O)N)CC1CC1)C)C(=C2)OC 3-(2-{5-[(1R,4R,7R)-7-amino-2-azabicyclo[2.2.1]heptane-2-carbonyl]-7-methoxy-1-methyl-1H-1,3-benzodiazol-2-yl}-1-(cyclopropylmethyl)-1H-indol-7-yl)propanamide